tert-Butyl-[4-(chlorocarbonyl)phenyl]carbamate C(C)(C)(C)OC(NC1=CC=C(C=C1)C(=O)Cl)=O